BrC=1C=C2C(=C(C=NC2=C(C1)Cl)C(C)(C)O)C 2-(6-bromo-8-chloro-4-methylquinolin-3-yl)propan-2-ol